ClC1=C(C=C(C(=C1)N)Cl)S(=O)(=O)O 2,5-dichloro-p-aminobenzenesulfonic acid